4-(1-(3-((di-tert-butyl(phenyl)silyl)oxy)-2,2-difluoropropyl)-3-(4-fluorophenyl)-1H-pyrazol-4-yl)-6-iodofuro[2,3-d]pyrimidine C(C)(C)(C)[Si](OCC(CN1N=C(C(=C1)C=1C2=C(N=CN1)OC(=C2)I)C2=CC=C(C=C2)F)(F)F)(C2=CC=CC=C2)C(C)(C)C